n-Butyl-1-amino-4,4-dibutoxycyclohexan-carboxylat C(CCC)OC(=O)C1(CCC(CC1)(OCCCC)OCCCC)N